benzyl 4-(5-((1R,5S)-3-(3-amino-6-(2-(methoxymethoxy)phenyl)pyridazin-4-yl)-3,8-diazabicyclo[3.2.1]octan-8-yl)-2,3-difluorophenoxy)piperidine-1-carboxylate NC=1N=NC(=CC1N1C[C@H]2CC[C@@H](C1)N2C=2C=C(C(=C(OC1CCN(CC1)C(=O)OCC1=CC=CC=C1)C2)F)F)C2=C(C=CC=C2)OCOC